COC1OC(C2=CC(=CC=C12)NC1=NC=C(C(=N1)N[C@H](CO)C1=CC=CC=C1)C=1OC(=NN1)C)(C)C (2S)-2-((2-((1-methoxy-3,3-dimethyl-1,3-dihydroisobenzofuran-5-yl)amino)-5-(5-methyl-1,3,4-oxadiazol-2-yl)pyrimidin-4-yl)amino)-2-phenylethan-1-ol